P(=O)(O)(O)OCCCCCCCCCCCCCCCCCC monostearyl alcohol phosphate